1-(3-(tert-butyl)-1-(2-morpholinoethyl)-1H-pyrazol-5-yl)-3-(2-fluoro-4-((3-keto-3,4-dihydropyrido[2,3-b]pyrazin-8-yl)oxy)phenyl)urea C(C)(C)(C)C1=NN(C(=C1)NC(=O)NC1=C(C=C(C=C1)OC1=CC=NC=2NC(C=NC21)=O)F)CCN2CCOCC2